2-(1-(3-(7-fluorobenzofuran-5-yl)-6-(3,3,3-trifluoropropyl)pyrazin-2-yl)azetidin-3-yl)acetic acid FC1=CC(=CC=2C=COC21)C=2C(=NC(=CN2)CCC(F)(F)F)N2CC(C2)CC(=O)O